NC=1N=C(N=NC1C1=NC=CC(=C1)C(=O)OC(C)(C)C)N1CCC(CC1)(C)N Tert-butyl 2-[5-amino-3-(4-amino-4-methylpiperidin-1-yl)-1,2,4-triazin-6-yl]pyridine-4-carboxylate